CC(C(=O)N1CCC(CC1)CN1C[C@@H](C([C@@H](C1)O)O)O)C 2-methyl-1-(4-(((3s,4r,5r)-3,4,5-trihydroxypiperidin-1-yl)methyl)piperidin-1-yl)propan-1-one